FC1=C(C=CC=C1F)[C@H]1N(CC[C@H](C1)NC)C(=O)N1CC2(CCCC2)[C@@H](CC1)CN1C=NC(=CC1=O)C1=C(C=CC=C1)F 3-(((R)-7-((2S,4R)-2-(2,3-difluorophenyl)-4-(methylamino)piperidine-1-carbonyl)-7-azaspiro[4.5]dec-10-yl)methyl)-6-(2-fluorophenyl)pyrimidin-4(3H)-one